CN(CC(C)N1CCCCC1)C N,N-dimethyl-2-(piperidin-1-yl)propan-1-amine